(2s,4r)-2-((S)-6-(4-(trifluoromethyl)phenyl)-2-azaspiro[3.4]octane-2-carbonyl)-7-oxa-5-azaspiro[3.4]octan-6-one FC(C1=CC=C(C=C1)[C@@H]1CC2(CN(C2)C(=O)C2CC3(C2)NC(OC3)=O)CC1)(F)F